1-(4-methoxyphenyl)-1H-pyrazole-4-carboxylic acid ethyl ester C(C)OC(=O)C=1C=NN(C1)C1=CC=C(C=C1)OC